C(=O)(O)OC(=O)[O-].[K+].[K+].[K+].C(=O)(O)OC(=O)[O-].C(=O)(O)OC(=O)[O-] tri-potassium hydrogendicarbonate